S1N=CC2=C1C=CC(=C2)CCNC(OC(C)(C)C)=O Tert-butyl (2-(benzo[d]isothiazol-5-yl)ethyl)carbamate